6-bromo-2-methyl-N-{(1R)-1-[2-methyl-3-(trifluoromethyl)-phenyl]ethyl}pyrido[2,3-d]pyrimidin-4-amine BrC1=CC2=C(N=C(N=C2N[C@H](C)C2=C(C(=CC=C2)C(F)(F)F)C)C)N=C1